10-undecenoic acid (ethyl undecylenate) C(C)C(C(=O)O)CCCCCCCC=C.C(CCCCCCCCC=C)(=O)O